3,4-epoxytricyclo[5.2.1.02,6]decane-8-yl acrylate C(C=C)(=O)OC1C2C3CC4C(C3C(C1)C2)O4